17-iodo-4,6,8,10,12,14-hexamethylheptadecyl pentyloxymethyl ether C(CCCC)OCOCCCC(CC(CC(CC(CC(CC(CCCI)C)C)C)C)C)C